N1-(3,4-bis(difluoromethoxy)phenyl)-N3-(6-(methoxy-d3)pyridin-2-yl)malonamide FC(OC=1C=C(C=CC1OC(F)F)NC(CC(=O)NC1=NC(=CC=C1)OC([2H])([2H])[2H])=O)F